4-((1-(4-(2-((S)-2-((5-(1-methyl-1H-pyrazol-4-yl)-1H-[1,2,3]triazolo[4,5-b]pyrazin-1-yl)methyl)morpholino)pyrimidin-5-yl)benzyl)piperidin-4-yl)methyl)piperazine CN1N=CC(=C1)C=1N=C2C(=NC1)N(N=N2)C[C@H]2OCCN(C2)C2=NC=C(C=N2)C2=CC=C(CN1CCC(CC1)CN1CCNCC1)C=C2